Cl.N[C@@H]1CN(CCC1)C1=CC(=NC=C1C=1C(=NN(C1)C)C(F)(F)F)NC1=NC(=NC=C1)C1=C(C=CC=C1OC)F (S)-N-(4-(3-aminopiperidin-1-yl)-5-(1-methyl-3-(trifluoromethyl)-1H-pyrazol-4-yl)pyridin-2-yl)-2-(2-fluoro-6-methoxyphenyl)pyrimidin-4-amine hydrochloride